CN1C(CC(CC1(C)C)N)(C)C 1,2,2,6,6-pentamethylpiperidin-4-amin